4-(5-methoxy-3-methyl-2-oxo-1H-benzoimidazol-4-yl)piperidine-1-carboxylic acid tert-butyl ester C(C)(C)(C)OC(=O)N1CCC(CC1)C1=C(C=CC=2NC(N(C21)C)=O)OC